3-[1-(2,6-dioxopiperidin-3-yl)-3-methyl-2-oxo-1,3-benzodiazol-4-yl]-5,6-dihydro-2H-pyridine-1-carboxylic acid tert-butyl ester C(C)(C)(C)OC(=O)N1CC(=CCC1)C1=CC=CC=2N(C(N(C21)C)=O)C2C(NC(CC2)=O)=O